1-tert-butyl 2-methyl (2R,4S)-4-[(tertbutyldimethylsilyl)oxy]pyrrolidine-1,2-dicarboxylate C(C)(C)(C)[Si](O[C@H]1C[C@@H](N(C1)C(=O)OC(C)(C)C)C(=O)OC)(C)C